(6R)-di-tert-butyl 3-(4-(((tert-butyldiphenyl silyl)oxy)methyl)-2-(ethoxycarbonyl)pent-4-enoyl)-6-methyl-6,7-dihydro-1H-pyrazolo[4,3-c]pyridine-1,5(4H)-dicarboxylate [Si](C1=CC=CC=C1)(C1=CC=CC=C1)(C(C)(C)C)OCC(CC(C(=O)C1=NN(C2=C1CN([C@@H](C2)C)C(=O)OC(C)(C)C)C(=O)OC(C)(C)C)C(=O)OCC)=C